8-(1,3-Dimethyl-7-morpholino-2-oxo-1,2-dihydroquinolin-5-yl)isoquinolin CN1C(C(=CC2=C(C=C(C=C12)N1CCOCC1)C=1C=CC=C2C=CN=CC12)C)=O